amino-acetic acid tert-butyl ester C(C)(C)(C)OC(CN)=O